2-({(1R)-1-[1-benzyl-4-(2,5-difluorophenyl)-1H-pyrrol-2-yl]-2,2-dimethylpropyl}{(3RS)-3-[(tert-butoxycarbonyl)amino]-4,4-difluorobutyl}amino)-2-oxoethyl acetate C(C)(=O)OCC(=O)N(CC[C@H](C(F)F)NC(=O)OC(C)(C)C)[C@H](C(C)(C)C)C=1N(C=C(C1)C1=C(C=CC(=C1)F)F)CC1=CC=CC=C1 |&1:10|